6-(2-pyridinyl)pyridazine-4-carboxamide tert-Butyl-7-hydroxy-3-oxa-9-azabicyclo[3.3.1]nonane-9-carboxylate C(C)(C)(C)OC(=O)N1C2COCC1CC(C2)O.N2=C(C=CC=C2)C2=CC(=CN=N2)C(=O)N